2-(1-((6-(3,5-dichlorophenyl)-3-methyl-2-((6-(4-methylpiperazin-1-yl)pyridazin-3-yl)oxy)pyridin-4-yl)methyl)piperidin-4-yl)acetic acid ClC=1C=C(C=C(C1)Cl)C1=CC(=C(C(=N1)OC=1N=NC(=CC1)N1CCN(CC1)C)C)CN1CCC(CC1)CC(=O)O